(Z)-3-(4-Hydroxyphenyl)-1-(4-morpholin-4-ylsulfonylphenyl)prop-2-en-1-one OC1=CC=C(C=C1)\C=C/C(=O)C1=CC=C(C=C1)S(=O)(=O)N1CCOCC1